5-(3-(4-((3-chloro-5-(hydroxy-methyl)benzyl)amino)butoxy)azetidin-1-yl)benzo[c][2,6]naphthyridine ClC=1C=C(CNCCCCOC2CN(C2)C2=NC3=C(C4=CN=CC=C24)C=CC=C3)C=C(C1)CO